O1C=NC=C1CC=O 2-(1,3-oxazol-5-yl)ethan-1-one